tert-butyl (3-(4-(7-(methylsulfonyl)benzo[d]imidazo[2,1-b]thiazol-2-yl)phenoxy)propyl)carbamate CS(=O)(=O)C1=CC2=C(N3C(S2)=NC(=C3)C3=CC=C(OCCCNC(OC(C)(C)C)=O)C=C3)C=C1